(4-((2,6-difluoro-phenyl)ethynyl)benzyl)-3-methylazetidin-3-ol FC1=C(C(=CC=C1)F)C#CC1=CC=C(CN2CC(C2)(O)C)C=C1